ClC1=C(C=CC=C1)CC(=O)NC=1C=C(C2=CN(N=C2C1)CC1=CC=C(C=C1)OC)S(N)(=O)=O 2-(2-chlorophenyl)-N-(2-(4-methoxybenzyl)-4-sulfamoyl-2H-indazol-6-yl)acetamide